p-fluoro-phenylhydrazine hydrochloride Cl.FC1=CC=C(C=C1)NN